15,16-dimethyltriacontanedioic acid CC(CCCCCCCCCCCCCC(=O)O)C(CCCCCCCCCCCCCC(=O)O)C